ethyl 2-bromo-1-(4-((tert-butyldiphenylsilyl) oxy)butyl)-5-((4-chlorophenyl)(hydroxy)methyl)-1H-imidazole-4-carboxylate BrC=1N(C(=C(N1)C(=O)OCC)C(O)C1=CC=C(C=C1)Cl)CCCCO[Si](C1=CC=CC=C1)(C1=CC=CC=C1)C(C)(C)C